NC=1C=C(CN2N=C(C=3C2=NC=NC3N)I)C=CC1 1-(3-aminobenzyl)-3-iodo-1H-pyrazolo[3,4-d]pyrimidin-4-amine